FC1C2(C(C(C(O2)C)=O)C(=O)OCC)CCN(C1)C(=O)OC(C)(C)C 8-(tert-butyl) 4-ethyl 6-fluoro-2-methyl-3-oxo-1-oxa-8-azaspiro[4.5]decane-4,8-dicarboxylate